N-((1,2,3,5,6,7-hexahydro-s-indacen-4-yl)carbamoyl)-1-((5-oxo-4,5-dihydro-1,2,4-oxadiazol-3-yl)methyl)-1H-pyrazole-4-sulfonimidamide C1CCC2=C(C=3CCCC3C=C12)NC(=O)NS(=O)(=N)C=1C=NN(C1)CC1=NOC(N1)=O